butyl 3-(nitromethylene)azetidine-1-carboxylate [N+](=O)([O-])C=C1CN(C1)C(=O)OCCCC